methyl 1-acryloylindoline-6-carboxylate C(C=C)(=O)N1CCC2=CC=C(C=C12)C(=O)OC